C(CCCCCCC)P(O)(O)OC1=C(C=C(C=C1C(C)(C)C)C(C)(C)C)CC1=C(C(=CC(=C1)C(C)(C)C)C(C)(C)C)O 2,2'-methylenebis(4,6-di-t-butylphenol) octyl-phosphite